O1C(CCC2=CC=CC=C12)C(C)(C)NC(C)=O N-(2-(chroman-2-yl)propan-2-yl)acetamide